C1(=CC=CC=C1)C(C)NC(N)=O 3-(1-phenylethyl)urea